Methyl (S)-3-(4'-bromo-2'-methyl-6'-(pent-4-en-1-yloxy)-[1,1'-biphenyl]-3-yl)-3-((R)-2-hydroxypent-4-enamido)propanoate BrC1=CC(=C(C(=C1)OCCCC=C)C1=CC(=CC=C1)[C@H](CC(=O)OC)NC([C@@H](CC=C)O)=O)C